ClC1=NC=CC=C1C(C)=O (2-Chloropyridin-3-yl)ethanone